6-(2-(4-Chlorophenyl)-1H-benzo[d]imidazol-6-yl)-3-(2-(4-hydroxypiperidin-1-yl)ethyl)quinazolin-4(3H)-one ClC1=CC=C(C=C1)C1=NC2=C(N1)C=C(C=C2)C=2C=C1C(N(C=NC1=CC2)CCN2CCC(CC2)O)=O